5-methoxy-8-(piperidin-1-yl)isoquinoline COC1=C2C=CN=CC2=C(C=C1)N1CCCCC1